CC1=CN=C(S1)C=1C=C(C(=O)OC)C=C(C1)OC1CCOCC1 methyl 3-(5-methyl-1,3-thiazol-2-yl)-5-tetrahydro-2H-pyran-4-yloxy-benzoate